boric acid dihydrate O.O.B(O)(O)O